OC1(CCC(CC1)(C)C)C(=O)OC(C)(C)C tert-butyl 1-hydroxy-4,4-dimethylcyclohexane-1-carboxylate